CN1C(=NC=2CNCCC21)C(=O)[O-] 1-methyl-4,5,6,7-tetrahydro-1H-imidazo[4,5-c]pyridine-2-carboxylate